7-dihydroindolo[2,3-b]carbazole C1C=CC=C2C1=C3C=C4C5=CC=CC=C5N=C4C=C3N2